1-((1s,3s)-3-(piperidin-1-yl)cyclobutyl)-1'-(piperidine-4-carbonyl)spiro[indoline-3,4'-piperidin]-2-one N1(CCCCC1)C1CC(C1)N1C(C2(CCN(CC2)C(=O)C2CCNCC2)C2=CC=CC=C12)=O